N-(2-(2-(2-amino-2-oxoethoxy)ethyl)-6-(thiophene-3-yl)-2H-indazol-5-yl)-2-(6-fluoropyridin-3-yl)thiazole-4-carboxamide NC(COCCN1N=C2C=C(C(=CC2=C1)NC(=O)C=1N=C(SC1)C=1C=NC(=CC1)F)C1=CSC=C1)=O